N1N=NN=C1C1=C(C=CC=C1)C1=CC=C(C=C1)OC(=O)C1=NC2=C(N1)C=CC=C2 [2'-(1H-tetrazol-5-yl)biphenyl-4-yl]-1H-benzimidazolecarboxylate